4-(4-benzhydryloxypiperidin-1-yl)-1-(4-tert-butylphenyl)butan-1-one C(C1=CC=CC=C1)(C1=CC=CC=C1)OC1CCN(CC1)CCCC(=O)C1=CC=C(C=C1)C(C)(C)C